4-bromo-6,7-dihydro-1H-spiro[cyclopenta[f]indazole-5,1'-cyclopropane] BrC1=C2C=NNC2=CC2=C1C1(CC1)CC2